NC1(CN(C1)CC=1C=NC(=CC1)OC)C1=CC=C(C=C1)C=1C=2N(C=C(C1)OCC(C)(C)O)N=CC2C#N 4-(4-(3-amino-1-((6-methoxypyridin-3-yl)methyl)azetidin-3-yl)phenyl)-6-(2-hydroxy-2-methylpropoxy)pyrazolo[1,5-a]pyridine-3-carbonitrile